N1CCC(CC1)CCC1CCNCC1 1,2-bis-(4-piperidinyl)-ethane